1-propyl-3-methylimidazole Bromide [Br-].C(CC)N1CN(C=C1)C